ClC=1C=C2CC(COC2=CC1)C(=O)C1=CN(C2=CC(=CC=C12)C=1C(=NNC1)F)CCO (6-Chlorochroman-3-yl)(6-(3-fluoro-1H-pyrazol-4-yl)-1-(2-hydroxyethyl)-1H-indol-3-yl)methanone